3-(1-oxo-isoindoline-2-yl)piperidine-2,6-dione O=C1N(CC2=CC=CC=C12)C1C(NC(CC1)=O)=O